2-Hydroxyethyl-8-[(mesitylacetyl)amino]-1,4-dioxaspiro[4.5]decane-8-carboxylate OCCOC(=O)C1(CCC2(OCCO2)CC1)NC(CC1=C(C=C(C=C1C)C)C)=O